(S)-N-([1,1'-biphenyl]-4-ylmethyl)-2-(3-aminopyrrolidin-1-yl)-9-isopropyl-9H-purin-6-amine C1(=CC=C(C=C1)CNC1=C2N=CN(C2=NC(=N1)N1C[C@H](CC1)N)C(C)C)C1=CC=CC=C1